COC(C(=O)C1=CC=CC=C1)(C1=CC=CC=C1)OC 2,2-dimethoxy-2-phenyl-acetophenone